molybdenum(VI) bis(tert-butoxide) CC(C)(C)[O-].CC(C)(C)[O-].[Mo+6]